C(#N)C=1C(=NC(=NC1)NC=1C(=CC(=C(C1)NC(C=C)=O)N(C)CCN(C)C)OC)C1=CN(C2=CC=C(C=C12)F)C1CC1 N-(5-((5-Cyano-4-(1-cyclopropyl-5-fluoro-1H-indol-3-yl)pyrimidin-2-yl)amino)-2-((2-(dimethylamino)ethyl)(methyl)amino)-4-methoxyphenyl)acrylamide